6-chloro-7-fluoro-3-(1H-imidazol-1-yl)-2-(5-isopropoxy-1H-1,2,4-triazol-3-yl)-5-methoxy-1-methyl-1H-indole ClC1=C(C=C2C(=C(N(C2=C1F)C)C1=NNC(=N1)OC(C)C)N1C=NC=C1)OC